5-(3,4-difluoro-2-methyl-phenoxy)-3-methyl-2-(trifluoromethyl)pyridine-4-carboxylic acid FC=1C(=C(OC=2C(=C(C(=NC2)C(F)(F)F)C)C(=O)O)C=CC1F)C